methyl 2-(4-(2-(isobutyryloxy) ethyl) phenyl)-2-methylpropanoate C(C(C)C)(=O)OCCC1=CC=C(C=C1)C(C(=O)OC)(C)C